ClC1=C(C=CC=C1)CC(=O)NC1=CC(=C2C=CN=C(C2=C1)OCCC(C)C)S(N)(=O)=O 2-(2-chlorophenyl)-N-(1-(isopentyloxy)-5-sulfamoylisoquinolin-7-yl)acetamide